ClC1=NC=CC(=C1F)NC=C1C(OC(OC1=O)(C)C)=O 5-(((2-chloro-3-fluoropyridin-4-yl)amino)methylene)-2,2-dimethyl-1,3-dioxane-4,6-dione